FCCOC(C)OCC(F)(F)F (2-fluoroethoxy)(2,2,2-trifluoroethoxy)ethane